ε-azido-α-Fmoc-L-Lysine N(=[N+]=[N-])C(CCC[C@](N)(C(=O)O)C(=O)OCC1C2=CC=CC=C2C2=CC=CC=C12)N